C(#N)C=1C=C(C=C(C1)F)C#C\C=C/1\C(N(CC1)C(=O)OCC(C)C)(C)C 2-Methylpropyl (3E)-3-[3-(3-cyano-5-fluorophenyl)prop-2-yn-1-ylidene]-2,2-dimethylpyrrolidine-1-carboxylate